N1CC(C1)N1CCN(CC1)C=1C(=CC2=C(C(C=3NC4=CC(=CC=C4C3C2=O)C#N)(C)C)C1)C 8-(4-(azetidin-3-yl)piperazin-1-yl)-6,6,9-trimethyl-11-oxo-6,11-dihydro-5H-benzo[b]carbazole-3-carbonitrile